N-(2-amino-6-methyl-1H-benzimidazole-2-yl)phenylbutyramide NC1(NC2=C(N1)C=C(C=C2)C)NC(C(CC)C2=CC=CC=C2)=O